6-chloro-8-((1S,2S)-2-(3-(2,2,2-trifluoroethyl)-1-(trifluoromethyl)imidazo[1,5-a]pyridin-6-yl)cyclopropyl)imidazo[1,2-b]pyridazine ClC=1C=C(C=2N(N1)C=CN2)[C@@H]2[C@H](C2)C=2C=CC=1N(C2)C(=NC1C(F)(F)F)CC(F)(F)F